5-(3,4-difluorophenyl)-2,5,6,7-tetrahydro-3H-pyrrolo[2,1-c][1,2,4]triazol-3-one FC=1C=C(C=CC1F)C1CCC2=NNC(N21)=O